ClC1=NC=C(C=C1C(C)N(C(O)=O)C1=C(N=NN1C)C1=NC(=C(C=C1)NS(=O)(=O)C)C)Cl.OC1=C2C(C(=COC2=C(C(=C1CCC(=C)C)O)CCC(=C)C)C1=CC(=C(C=C1)O)O)=O 5,7,3',4'-tetrahydroxy-6,8-diisopentenyl-isoflavone 1-(2,5-dichloro-pyridin-3-yl)ethyl-(1-methyl-4-(6-methyl-5-(methyl-sulfonamido)pyridin-2-yl)-1H-1,2,3-triazol-5-yl)carbamate